C(C)SCCNC(=O)C1=CC2=C(N(C(=N2)NC=2SC3=C(N2)C=CC(=C3)OC(F)(F)F)C)C=C1 1-methyl-2-(6-trifluoromethoxy-benzothiazol-2-ylamino)-1H-benzo-imidazole-5-carboxylic acid (2-ethylsulfanyl-ethyl)-amide